2',3-dichloro-N-((1R,2R,4S)-7-cyano-7-azabicyclo[2.2.1]heptan-2-yl)-5'-(cyanomethyl)[biphenyl]-4-carboxamide ClC1=C(C=C(C=C1)CC#N)C1=CC(=C(C=C1)C(=O)N[C@H]1[C@H]2CC[C@@H](C1)N2C#N)Cl